2-fluoro-N-[2-(3-oxazol-2-ylphenyl)thieno[3,2-c]pyridin-4-yl]-N-[(3R)-3-piperidyl]-4-(triazolo[4,5-b]pyridin-3-yl)benzamide 3,4-dihydroisoquinoline-2(1H)-carboxylate C1N(CCC2=CC=CC=C12)C(=O)O.FC1=C(C(=O)N([C@H]2CNCCC2)C2=NC=CC3=C2C=C(S3)C3=CC(=CC=C3)C=3OC=CN3)C=CC(=C1)N1N=NC=3C1=NC=CC3